3-(benzyloxy)-6-(4-(4-methylpiperazin-1-yl)but-1-yn-1-yl)picolinic acid methyl ester COC(C1=NC(=CC=C1OCC1=CC=CC=C1)C#CCCN1CCN(CC1)C)=O